OC1(CCN(CC12CCCC2)C(=O)N2C(COCC2)C=2SC=CC2)CN2C=NC(=CC2=O)C2=CC=CC=C2 3-((10-Hydroxy-7-(3-(thiophen-2-yl)morpholine-4-carbonyl)-7-azaspiro[4.5]decan-10-yl)methyl)-6-phenylpyrimidin-4(3H)-one